BrC1=CC=CC2=C1OCC=1C2=NN(C1)C 6-bromo-2-methyl-2,4-dihydrochromeno[4,3-c]pyrazole